6-[2-Chloro-3-(4-fluoro-anilino)phenyl]-2-imino-6-methyl-3-(tetrahydropyran-4-ylmethyl)hexahydropyrimidin-4-one ClC1=C(C=CC=C1NC1=CC=C(C=C1)F)C1(CC(N(C(N1)=N)CC1CCOCC1)=O)C